4,7-difluoro-2-(4-fluorophenyl)-1H-indole FC1=C2C=C(NC2=C(C=C1)F)C1=CC=C(C=C1)F